3-[1-(2,6-dichloro-3-fluoro-phenyl)-ethoxy]-5-(3,5-difluoro-phenyl)-pyridin-2-ylamine ClC1=C(C(=CC=C1F)Cl)C(C)OC=1C(=NC=C(C1)C1=CC(=CC(=C1)F)F)N